6-[3-(tert-butylamino)pyrrolidin-1-yl]-1,8-naphthyridin-2-yl-2-methylindazol-6-ol C(C)(C)(C)NC1CN(CC1)C=1C=C2C=CC(=NC2=NC1)C=1N(N=C2C=C(C=CC12)O)C